tert-butyl 7-(5-((trans-1-(tert-butoxycarbonyl)-4-fluoropyrrolidin-3-yl)oxy)pentyl)-3,4-dihydro-1,8-naphthyridine-1(2H)-carboxylate C(C)(C)(C)OC(=O)N1C[C@H]([C@@H](C1)F)OCCCCCC1=CC=C2CCCN(C2=N1)C(=O)OC(C)(C)C